methyl 1-(5-chloro-6-fluoro-4-methyl-2-oxo-1-{[2-(trimethylsilyl)ethoxy]methyl}quinolin-3-yl)cyclopropane-1-carboxylate ClC1=C2C(=C(C(N(C2=CC=C1F)COCC[Si](C)(C)C)=O)C1(CC1)C(=O)OC)C